CC1=C(CC(CCC1)=C)C=C(C)C 1-Methyl-4-methylene-2-(2-methyl-1-propenyl)-cycloheptene